BrC=1C=C(C=CC1)C=1C=C(C=CC1N1C2=CC=CC=C2C=2C=CC=CC12)C=1C(=CC=CC1)C1=CC(=CC=C1)N1C2=C(C3=CC=CC=C13)C=CC=N2 9-(3'''-bromo-4''-(9H-carbazol-9-yl)-[1,1':2',1'':3'',1'''-quaterphenyl]-3-yl)-9H-pyrido[2,3-b]indole